ClC1=C(OCCCCCCS(=O)(=O)[N-]S(=O)(=O)C(F)(F)F)C=C(C=C1)Cl ((6-(2,5-dichlorophenoxy)hexyl)sulfonyl)-((trifluoromethyl)sulfonyl)amide